4-[tris(fluorenyl)methoxy]piperidine C1(=CC=CC=2C3=CC=CC=C3CC12)C(OC1CCNCC1)(C1=CC=CC=2C3=CC=CC=C3CC12)C1=CC=CC=2C3=CC=CC=C3CC12